FC1=C(C=CC(=C1)C1=NO[C@H](C1)CN1N=NC=C1)C1=CC=2N(C=C1)C(=NN2)C2(CNC2)C 7-(2-Fluoro-4-{(5R)-5-[(1H-1,2,3-triazol-1-yl)methyl]-4,5-dihydro-1,2-oxazol-3-yl}phenyl)-3-(3-methylazetidin-3-yl)[1,2,4]triazolo[4,3-a]pyridine